OCCSC(C1=CC=CC=C1)=O thiobenzoic acid-S-(2-hydroxyethyl) ester